5-chloro-2-fluoro-N-[3-methyl-4-(4,4,5,5-tetramethyl-1,3,2-dioxaborolan-2-yl)phenyl]benzenesulfonamide ClC=1C=CC(=C(C1)S(=O)(=O)NC1=CC(=C(C=C1)B1OC(C(O1)(C)C)(C)C)C)F